[Na].[Na].C(CN(N)N)N(N)N ethylenediaminetetraamine disodium